FC=1C=C2C(=CNC2=CC1F)NC(C(=O)NCC1=CC(=C(C=C1)F)OC(F)(F)F)=O N1-(5,6-difluoro-1H-indol-3-yl)-N2-(4-fluoro-3-(trifluoromethoxy)benzyl)oxalamide